C(C)N(C(CCC1=C(C=CC=C1)C)=O)CC=1SC=CC1 N-ethyl-N-(thiophen-2-ylmethyl)-3-o-tolylpropionamide